bis(tertbutyl cyclohexyl)-peroxycarbonate C(C)(C)(C)C1(CCCCC1)OC(=O)OOC1(CCCCC1)C(C)(C)C